4,4'-azobisbenzoic acid N(=NC1=CC=C(C(=O)O)C=C1)C1=CC=C(C(=O)O)C=C1